(7Z)-9,9-diethoxy-7-nonenoic acid ethyl ester C(C)OC(CCCCC\C=C/C(OCC)OCC)=O